2-[4-{5-chloro-2-[5-(difluoromethyl)-1,3,4-oxadiazol-2-yl]phenyl}-5-methoxy-2-oxopyridin-1(2H)-yl]butanoic acid ClC=1C=CC(=C(C1)C1=CC(N(C=C1OC)C(C(=O)O)CC)=O)C=1OC(=NN1)C(F)F